N1(CCNCC1)C1=CC=C(C=C1)N1C(NC(CC1)=O)=O 1-(4-piperazin-1-ylphenyl)hexahydropyrimidine-2,4-dione